N1=NN=CC2=C1C=NS2 isothiazolo[4,5-d]-1,2,3-triazine